FC1=C2C(C(N=C(C2=CC=C1)C=1C=NN2C1C=CC=C2C)(C)C)(C)C 5-fluoro-3,3,4,4-tetramethyl-1-(7-methylpyrazolo[1,5-a]pyridin-3-yl)isoquinoline